8-chloro-4-(((R)-3,3-dimethylbutan-2-yl)amino)-6-(((S)-(6-fluoro-2-methylpyridin-3-yl)(1-(1-(trifluoromethyl)cyclopropyl)-1H-1,2,3-triazol-4-yl)methyl)amino)quinoline-3-carbonitrile ClC=1C=C(C=C2C(=C(C=NC12)C#N)N[C@H](C)C(C)(C)C)N[C@H](C=1N=NN(C1)C1(CC1)C(F)(F)F)C=1C(=NC(=CC1)F)C